copper (ii) phthalonitrile C(C=1C(C#N)=CC=CC1)#N.[Cu+2]